tert-butyl 5-(5-((7-cyclobutoxy-4-oxo-3,4-dihydrophthalazin-1-yl)methyl)-2-fluorobenzoyl)-2,5-diazabicyclo[2.2.2]octane-2-carboxylate C1(CCC1)OC1=CC=C2C(NN=C(C2=C1)CC=1C=CC(=C(C(=O)N2C3CN(C(C2)CC3)C(=O)OC(C)(C)C)C1)F)=O